C(CCCCCCCCCCCCC)(=O)O.C=CC propylene myristate